NC1=NC2=CC(=CC(=C2C=C1Cl)F)CC(C)C=1[C@H]([C@H]([C@@H](C1)N1C=CC2=C1N=CN=C2N)O)O (1S,2R,5R)-3-(1-(2-amino-3-chloro-5-fluoroquinolin-7-yl)propan-2-yl)-5-(4-amino-7H-pyrrolo[2,3-d]pyrimidin-7-yl)cyclopent-3-ene-1,2-diol